C(C)(C)C1=CN(C2=CC=CC=C12)C(=O)[O-] 3-isopropyl-1H-indole-1-carboxylate